bis-(4-methylphenyl)phosphorus oxide CC1=CC=C(C=C1)[P](C1=CC=C(C=C1)C)=O